1-[6-[3-(5-chloro-2-fluoro-phenyl)-1H-pyrazol-4-yl]-1,5-naphthyridin-3-yl]pyrrolidin-3-amine ClC=1C=CC(=C(C1)C1=NNC=C1C=1N=C2C=C(C=NC2=CC1)N1CC(CC1)N)F